NC=1C=C(C=C2C=C(N=CC12)NC(=O)[C@H]1[C@@H](C1)C#N)C=1C=2C(C=NC1)=NN(C2)C trans-N-(8-amino-6-(2-methyl-2H-pyrazolo[3,4-c]pyridin-4-yl)isoquinolin-3-yl)-2-cyanocyclopropane-1-carboxamide